N[C@@H](CC(=O)O)CC1=CC=C(C=C1)[N+](=O)[O-] (R)-β-amino-4-(4-nitrophenyl)-butyric acid